5-chloro-4-(3,3-dimethylpiperazin-1-yl)-2-(4-pyridinyl)-1H-pyrimidin-6-one ClC1=C(N=C(NC1=O)C1=CC=NC=C1)N1CC(NCC1)(C)C